CC(COC(C)=O)C(CCCC)C 2,3-Dimethylheptylacetat